(S)-2,4-diaminobutanoic acid N[C@H](C(=O)O)CCN